N-(3-(5-chlorobenzo[d]thiazol-2-yl)bicyclo[1.1.1]pentan-1-yl)-5-(1-(methylsulfonyl)cyclopropyl)furan-2-carboxamide ClC=1C=CC2=C(N=C(S2)C23CC(C2)(C3)NC(=O)C=3OC(=CC3)C3(CC3)S(=O)(=O)C)C1